(2-(diphenylphosphino)phenyl)lithium C1(=CC=CC=C1)P(C1=C(C=CC=C1)[Li])C1=CC=CC=C1